FC=1C=C(C=CC1)[C@H](CNC(CCC1CCC(CC1)C(=O)OC)(C)C)O methyl (1S,4s)-4-(3-(((R)-2-(3-fluorophenyl)-2-hydroxyethyl)amino)-3-methylbutyl)cyclohexane-1-carboxylate